COC(CCCCCCCCCCC(=O)O)=O Dodecanedioic acid monomethyl ester